BrC/C=C/CN1C2=C(C3=CC(=CC(=C13)OC)C(=O)N)C=CC(=N2)C2=CC(=NN2CC)C (E)-9-(4-bromobut-2-en-1-yl)-2-(1-ethyl-3-methyl-1H-pyrazol-5-yl)-8-methoxy-9H-pyrido[2,3-b]indole-6-carboxamide